(Z)-6-bromo-N'-(4-((tert-butyldimethylsilyl)oxy)-2-ethylphenyl)-4-((5-oxotetrahydro-furan-3-yl)amino)pyrrolo[1,2-b]pyridazine-3-carboximidamide BrC=1C=C2N(N=CC(=C2NC2COC(C2)=O)/C(/N)=N/C2=C(C=C(C=C2)O[Si](C)(C)C(C)(C)C)CC)C1